FC(C1=NN=C(O1)C=1C=CC(=NC1)CN1C(N(C2=C1C=C(C=C2)F)C2CCN(CC2)CC)=O)F 3-((5-(5-(difluoromethyl)-1,3,4-oxadiazol-2-yl)pyridin-2-yl)methyl)-1-(1-ethylpiperidin-4-yl)-5-fluoro-1,3-dihydro-2H-benzo[d]imidazol-2-one